10-methylacridine tetrafluoroborate F[B-](F)(F)F.CN1C=2C=CC=CC2CC2=CC=CC=C12